O1CCC12CNCC2 1-oxa-6-azaspiro[3.4]octane